2-((tert-Butoxycarbonyl)amino)-3-methylbutyric acid 2-hydroxyethyl ester OCCOC(C(C(C)C)NC(=O)OC(C)(C)C)=O